(2-oxa-5-azabicyclo[2.2.1]heptan-1-yl)(6,8-dichloro-1-methyl-3,4-dihydroisoquinolin-2(1H)-yl)methanone C12(OCC(NC1)C2)C(=O)N2C(C1=C(C=C(C=C1CC2)Cl)Cl)C